C1CC12CC(C2)N2[C@H]1[C@@](CCC2)(CCC1)COC=1N=C(C2=C(N1)C(=C(N=C2)C2=CC(=CC1=CC=C(C(=C21)C#C)F)O)F)N2CCOCCC2 4-(2-{[(4aS,7aR)-1-{spiro[2.3]hexan-5-yl}-octahydro-1H-cyclopenta[b]pyridin-4a-yl]methoxy}-8-fluoro-4-(1,4-oxazepan-4-yl)pyrido[4,3-d]pyrimidin-7-yl)-5-ethynyl-6-fluoronaphthalen-2-ol